2'-[6-amino-5-(trifluoromethyl)pyridin-3-yl]-N-[(1R)-1-(pyridin-3-yl)ethyl]-5',6'-dihydrospiro[pyrrolidine-3,4'-pyrrolo[1,2-b]pyrazole]-1-carboxamide NC1=C(C=C(C=N1)C=1C=C2N(N1)CCC21CN(CC1)C(=O)N[C@H](C)C=1C=NC=CC1)C(F)(F)F